(1R,2S,5S)-3-(4-chloro-1H-indole-2-carbonyl)-N-((S)-1-cyano-2-((S)-2-oxopyrrolidin-3-yl)ethyl)-6,6-dimethyl-3-azabicyclo[3.1.0]hexane-2-carboxamide ClC1=C2C=C(NC2=CC=C1)C(=O)N1[C@@H]([C@H]2C([C@H]2C1)(C)C)C(=O)N[C@@H](C[C@H]1C(NCC1)=O)C#N